(S)-2-acetyl-malic anhydride C(C)(=O)[C@@]1(C(=O)OC(C1)=O)O